tert-butyl 4-((4-acetyl-2-(4-(methoxycarbonyl)phenyl)-1,4-diazepan-1-yl)methyl)-5-methoxy-7-methyl-1H-indole-1-carboxylate C(C)(=O)N1CC(N(CCC1)CC1=C2C=CN(C2=C(C=C1OC)C)C(=O)OC(C)(C)C)C1=CC=C(C=C1)C(=O)OC